N-(cyclopropylmethyl)-5-[4,5-dihydro-5-(trifluoromethyl)-5-[3-(trifluoromethyl)-phenyl]-3-isoxazolyl]-2-oxo-2H-1-benzopyran-8-carboxamide C1(CC1)CNC(=O)C1=CC=C(C=2C=CC(OC21)=O)C2=NOC(C2)(C2=CC(=CC=C2)C(F)(F)F)C(F)(F)F